calcium ethylacetate C(C)OC(C)=O.[Ca]